BrC=1C=C2CCC(C2=C(C1)OC)=O 5-Bromo-7-methoxy-indan-1-one